C1(=CC=CC=C1)N1C=C(C=C1)C=C1C(NC(S1)=O)=O 5-((1-Phenyl-1H-pyrrol-3-yl)methylene)thiazolidine-2,4-dione